2-[1-(4-methoxybenzyl)-6-oxo-5-(trifluoromethyl)-1,6-dihydropyridazin-3-yl]acetic acid COC1=CC=C(CN2N=C(C=C(C2=O)C(F)(F)F)CC(=O)O)C=C1